C(C)(C)(C)OC(=O)N(C1=NC=CC(=C1)C=1OC=C(N1)C(=O)NC=1C(=NN(C1)C1=CC=C(C(=O)OC)C=C1)C(F)(F)F)CC(F)(F)F Methyl 4-(4-(2-(2-((tert-butoxycarbonyl)(2,2,2-trifluoroethyl)amino)pyridin-4-yl)oxazole-4-carboxamido)-3-(trifluoromethyl)-1H-pyrazol-1-yl)benzoate